S(=O)(=O)([O-])[O-].[Ag+].[Ag+] silver(I) sulphate